((methylamino)methyl)oxazolidin CNCC1OCCN1